(1S)-1-(benzyloxymethyl)-2,2-difluoro-cyclopropanecarbaldehyde C(C1=CC=CC=C1)OC[C@]1(C(C1)(F)F)C=O